1-hydroxyhexadecane OCCCCCCCCCCCCCCCC